6-phenyl-2,7-naphthyridine-3-carbonitrile C1(=CC=CC=C1)C=1C=C2C=C(N=CC2=CN1)C#N